6-oxo-N-((1-(pyridin-2-ylmethyl)cyclobutyl)methyl)-1,6-dihydropyrazine-2-carboxamide O=C1C=NC=C(N1)C(=O)NCC1(CCC1)CC1=NC=CC=C1